NC1=C(C=CC(=C1)[N+](=O)[O-])NC[C@@H](C)O (R)-1-((2-amino-4-nitrophenyl)amino)propan-2-ol